O1C(COCC1)(CO)CO dioxanedimethanol